CC(CC1=NC=C2C(NC(NN21)=O)=O)C 7-(2-methylpropyl)-1H,3H-imidazo[4,3-f][1,2,4]triazine-2,4-dione